C1=NC=C(C2=CC=CC=C12)N1C(N(C[C@@H]1C#N)C=1C=NC=C(C1)C(F)(F)F)=O (R)-3-(isoquinolin-4-yl)-2-oxo-1-(5-(trifluoromethyl)pyridin-3-yl)imidazolidine-4-carbonitrile